NCC1=NC2=C(C3N=C(C(=NC3C3C2N=C(C(=N3)CN)CN)CN)CN)N=C1C#N 3,6,7,10,11-pentakis(aminomethyl)-4b,8a,8b,12a-tetrahydrodipyrazino[2,3-f:2',3'-h]quinoxaline-2-carbonitrile